2-((2-((4-methoxybenzyl)amino)quinazolin-4-yl)amino)ethan-1-ol COC1=CC=C(CNC2=NC3=CC=CC=C3C(=N2)NCCO)C=C1